Butyl 4-(6-Aminopyridin-3-yl)piperidine-1-carboxylate NC1=CC=C(C=N1)C1CCN(CC1)C(=O)OCCCC